C(O)(O)=O.C([C@@H](C)O)O |r| (+/-)-1,2-propylene glycol carbonate